O[C@@H](COC1=CC=C(C(=O)N)C=C1)C 4-((R)-2-hydroxypropoxy)benzamide